(S)-tert-butyl 2-(hydroxymethyl)indoline-1-carboxylate OC[C@H]1N(C2=CC=CC=C2C1)C(=O)OC(C)(C)C